(R)-dimethyl 5-(1-benzyl-1H-naphtho[1,8-de][1,3,2]diazaborinin-2(3H)-yl)-4,7-diethyl-6-pentyl-1,3-dihydro-2H-indene-2,2-dicarboxylate C(C1=CC=CC=C1)N1B(NC2=C3C1=CC=CC3=CC=C2)C=2C(=C3CC(CC3=C(C2CCCCC)CC)(C(=O)OC)C(=O)OC)CC